2-[(4-{6-[(4-Cyano-2-fluorobenzyl)oxy]pyridin-2-yl}piperidin-1-yl)methyl]-1-[(3S)-tetrahydrofuran-3-ylmethyl]-1H-benzimidazol C(#N)C1=CC(=C(COC2=CC=CC(=N2)C2CCN(CC2)CC2=NC3=C(N2C[C@H]2COCC2)C=CC=C3)C=C1)F